cis-2-((2-(2-cyclopropylethyl)-3'-ethoxy-2'-methyl-[1,1'-biphenyl]-4-yl)carbamoyl)cyclohexane-1-carboxylic acid C1(CC1)CCC1=C(C=CC(=C1)NC(=O)[C@@H]1[C@@H](CCCC1)C(=O)O)C1=C(C(=CC=C1)OCC)C